(Z)-1-acetyl-2-((6-(2-hydroxyeth-oxy)quinolin-2-yl)methylene)indolin-3-one C(C)(=O)N1\C(\C(C2=CC=CC=C12)=O)=C/C1=NC2=CC=C(C=C2C=C1)OCCO